ClC1=CNC2=NC=C(C=C21)C=2C=C1CCN(CC1=C(C2)[C@H]2NCCC2)C(C(C)(C)O)=O (S)-1-(6-(3-chloro-1H-pyrrolo[2,3-b]pyridin-5-yl)-8-(pyrrolidin-2-yl)-3,4-dihydroisoquinolin-2(1H)-yl)-2-hydroxy-2-methylpropan-1-one